CN1CCC(=CC1)C=1SC(=CN1)NC(OC(C)(C)C)=O tert-butyl N-[2-(1-methyl-3,6-dihydro-2H-pyridin-4-yl)thiazol-5-yl]carbamate